CC1=C(O[C@@H](C(=O)O)C)C=CC=C1 (D)-2-(2-methylphenoxy)propionic acid